1,3-diethyladamantane C(C)C12CC3(CC(CC(C1)C3)C2)CC